ε-dicarboxymethyl-L-lysine C(=O)(O)C(C(CCC[C@H](N)C(=O)O)N)C(=O)O